CN(C(C(=O)NS(=O)(=O)C)C(C)C)C 2-(dimethylamino)-3-methyl-N-(methylsulfonyl)butanamide